[Br-].C(CCCC[N+]1=CC=C(C=C1)C=1SC2=C(N1)C=CC=C2)[N+]2=CC=C(C=C2)C=2SC1=C(N2)C=CC=C1.[Br-] 1,1'-(pentane-1,5-diyl)bis(4-(benzo[d]thiazol-2-yl)pyridin-1-ium) bromide